CN1CCN(CC1)C1=NN(C=C1)C1=C(C=CC=C1)CN (2-(3-(4-methylpiperazin-1-yl)-1H-pyrazol-1-yl)phenyl)methanamine